C(C)(C)(C)OC(NC1=C(C(=CC=C1)C1=NN(C2=NC=NC(=C21)N)C)F)=O [3-(4-amino-1-methyl-1H-pyrazolo[3,4-d]pyrimidin-3-yl)-2-fluoro-phenyl]-carbamic acid tert-butyl ester